1-((3R,4S) or (3S,4R)-4-cyanotetrahydro-2H-pyran-3-yl)-3-((2-fluoro-6-methoxypyridin-4-yl)amino)-1H-pyrazole-4-carboxamide C(#N)[C@@H]1[C@H](COCC1)N1N=C(C(=C1)C(=O)N)NC1=CC(=NC(=C1)OC)F |o1:2,3|